(3aR,6aS)-N-((1S,2R)-2-(6-Fluoro-2,3-dimethylphenyl)-1-(5-oxo-4,5-dihydro-1,3,4-oxadiazol-2-yl)propyl)hexa-hydrocyclopenta[c]pyrrole-2(1H)-sulfonamide FC1=CC=C(C(=C1[C@H]([C@@H](C=1OC(NN1)=O)NS(=O)(=O)N1C[C@@H]2[C@H](C1)CCC2)C)C)C